2-(1-Methyl-1H-imidazol-4-yl)-5-((4-(4-(trichloromethyl)piperidin-1-yl)phenyl)amino)isoindolin-1-one CN1C=NC(=C1)N1C(C2=CC=C(C=C2C1)NC1=CC=C(C=C1)N1CCC(CC1)C(Cl)(Cl)Cl)=O